ClC=1N=C(C2=C(N1)N(C=C2)[C@H]2[C@@H]([C@@H]([C@H](C2)C2=CC=CC=C2)O)O)NC (1R,2S,3R,5R)-3-(2-Chloro-4-(methylamino)-7H-pyrrolo[2,3-d]pyrimidin-7-yl)-5-phenylcyclopentane-1,2-diol